(S)-5-((((6-(2-chloro-2'-methyl-3'-((2-methylpyrido[3,2-d]pyrimidin-4-yl)amino)-[1,1'-biphenyl]-3-yl)-2-methylpyridin-3-yl)methyl)amino)methyl)pyrrolidin-2-one ClC1=C(C=CC=C1C1=CC=C(C(=N1)C)CNC[C@@H]1CCC(N1)=O)C1=C(C(=CC=C1)NC=1C2=C(N=C(N1)C)C=CC=N2)C